16,19-Dihydroxytricosanoic acid OC(CCCCCCCCCCCCCCC(=O)O)CCC(CCCC)O